3,6,9,15-tetra-azabicyclo[9.3.1]-pentadeca-1(15),11,13-triene-3,6,9-triacetic acid C1=2CN(CCN(CCN(CC(=CC=C1)N2)CC(=O)O)CC(=O)O)CC(=O)O